8-(3-amino-2-nitrophenyl)-3,8-diazabicyclo[3.2.1]Octane-3-carboxylic acid tert-butyl ester C(C)(C)(C)OC(=O)N1CC2CCC(C1)N2C2=C(C(=CC=C2)N)[N+](=O)[O-]